(4-methoxy-3-pyridyl)[1-(4-pyridyl)-4-piperidyl][p-(trifluoromethyl)phenyl]amine COC1=C(C=NC=C1)N(C1=CC=C(C=C1)C(F)(F)F)C1CCN(CC1)C1=CC=NC=C1